2'-Acetyl-6-cyclopropyl-4-((3,5-difluoropyridin-2-yl)methoxy)-5'-methyl-2H-[1,4'-bipyridin]-2-one C(C)(=O)C1=NC=C(C(=C1)N1C(C=C(C=C1C1CC1)OCC1=NC=C(C=C1F)F)=O)C